C1(CC1)S(=O)(=O)NC=1SC=C(N1)C(C(=O)NC1=NC=C(C=C1)C1=NC(=CN=C1)OCC)(F)F 2-(2-(cyclopropanesulfonamido)thiazol-4-yl)-N-(5-(6-ethoxypyrazin-2-yl)pyridin-2-yl)-2,2-difluoroacetamide